cobalt(II) di(tetracyanoborate) C(#N)[B-](C#N)(C#N)C#N.C(#N)[B-](C#N)(C#N)C#N.[Co+2]